(S)-6-fluoro-N-methyl-N-(pyrrolidin-3-yl)quinolin-3-amine hydrochloride Cl.FC=1C=C2C=C(C=NC2=CC1)N([C@@H]1CNCC1)C